4-((5-chlorobenzo[d]thiazol-2-yl)methyl)-N-hydroxy-2,2-dimethyl-3-oxo-3,4-dihydro-2H-benzo[b][1,4]oxazine-6-carboxamide ClC=1C=CC2=C(N=C(S2)CN2C3=C(OC(C2=O)(C)C)C=CC(=C3)C(=O)NO)C1